C(C)SC=1C(=NC=C(C1)C(F)(F)F)C1=NC=2C(=NC=C(C2)S(=O)(=O)C(F)(F)F)N1C 2-(3-ethylsulfanyl-5-trifluoromethyl-pyridin-2-yl)-3-methyl-6-trifluoromethylsulfonyl-3H-imidazo[4,5-b]pyridine